(2-(R)-(difluoromethyl)-2H-indazol-5-yl)-N-(1,1-dioxido-2,3-dihydrothiophen-3-yl)-2-oxo-1,2-dihydroquinoline-3,8-dicarboxamide FC(N1N=C2C=CC(=CC2=C1)N1C(C(=CC2=CC=CC(=C12)C(=O)N)C(=O)NC1CS(C=C1)(=O)=O)=O)F